O[C@]1(C[C@H]2CC[C@H]3[C@@H]4CCC[C@@H]([C@]4(CC[C@@H]3[C@H]2CC1)C)CN(C(C1=CC=CC=C1)=O)C)C N-(((1S,4aS,4bR,6aR,8R,10aS,10bR,12aS)-8-hydroxy-8,12a-dimethyloctadecahydrochrysen-1-yl)methyl)-N-methylbenzamide